P(=O)([O-])([O-])[O-].[W+4].[K+] Potassium tungsten phosphate